C(#N)CC1(CC1)CN1C=NC2=C1C=CC=C2F ((1-(cyanomethyl)cyclopropyl)methyl)-4-fluoro-1H-benzo[d]imidazole